N-phenyl-N'-(2-methylphenyl)p-phenylenediamine C1(=CC=CC=C1)NC1=CC=C(C=C1)NC1=C(C=CC=C1)C